C(C1=CC=CC=C1)N1CC2(C1)CC(C2)NC(=O)N2[C@@H](CN(C[C@@H]2C)C2=NC=C(C=N2)C(F)F)C (2R,6S)-N-{2-benzyl-2-azaspiro[3.3]heptan-6-yl}-4-[5-(difluoromethyl)pyrimidin-2-yl]-2,6-dimethylpiperazine-1-carboxamide